(R)-1-(3-benzyl-1H-pyrazolo[3,4-b]pyrazin-6-yl)-1',3'-dihydrospiro[piperidine-4,2'-pyrrolo[2,3-b]pyridin]-3'-amine C(C1=CC=CC=C1)C1=NNC2=NC(=CN=C21)N2CCC1([C@@H](C=3C(=NC=CC3)N1)N)CC2